N-(3'-FORMYL[1,1-BIPHENYL]-4-YL)ACETAMIDE C(=O)C=1C=C(C=CC1)C1=CC=C(C=C1)NC(C)=O